2-(3-fluoro-2-methoxy-5-methylphenyl)-2-((R)-3-((5-(4-methoxy-5,6,7,8-tetrahydro-1,8-naphthyridin-2-yl)pentyl)oxy)pyrrolidin-1-yl)acetic acid FC=1C(=C(C=C(C1)C)C(C(=O)O)N1C[C@@H](CC1)OCCCCCC1=NC=2NCCCC2C(=C1)OC)OC